methyl (S)-2-(4-bromo-2-(1,1-difluoropropyl)-5-fluorophenoxy)butanoate BrC1=CC(=C(O[C@H](C(=O)OC)CC)C=C1F)C(CC)(F)F